ClC1=CC=C2C(=CNC2=C1N(C)C)S(=O)(=O)Cl 6-chloro-7-(dimethylamino)-1H-indole-3-sulfonyl chloride